1,1,1,3,3,3-hexafluoropropan-2-yl 1-(3-chlorobenzyl)-1,8-diazaspiro[4.5]decane-8-carboxylate ClC=1C=C(CN2CCCC23CCN(CC3)C(=O)OC(C(F)(F)F)C(F)(F)F)C=CC1